2-(3,5-dichlorophenyl)benzo[d]-oxazole-6-carbonyl chloride ClC=1C=C(C=C(C1)Cl)C=1OC2=C(N1)C=CC(=C2)C(=O)Cl